3-fluoro-3-(methoxy(methyl)carbamoyl)pyrrolidine-1-carboxylic acid tert-butyl ester C(C)(C)(C)OC(=O)N1CC(CC1)(C(N(C)OC)=O)F